C(C(=C)C)(=O)NC(CS(=O)(=O)O)CCCCCCCCCC 2-methacrylamidododecyl-sulfonic acid